5-Morpholinyl-methanone N1CCOCC1C=O